5-((1S,2R)-1-(6-chloro-4,4-difluoro-1,1-dioxido-3,4-dihydro-2H-benzo[e][1,2]thiazin-2-yl)-2-(6-fluoro-2,3-dimethylphenyl)propyl)-1,3,4-oxadiazol-2(3H)-one ClC=1C=CC2=C(C(CN(S2(=O)=O)[C@@H]([C@H](C)C2=C(C(=CC=C2F)C)C)C2=NNC(O2)=O)(F)F)C1